C(C=C)(=O)N1[C@H](CN(CC1)C1=CC(=NC=2CN(CCC12)C1=CC=CC2=CC=CC(=C12)Cl)OC[C@H]1N(CCC1)C)CC#N ((S)-1-propenoyl-4-(7-(8-chloronaphthalen-1-yl)-2-(((S)-1-methylpyrrolidin-2-yl)methoxy)-5,6,7,8-tetrahydro-1,7-naphthyridin-4-yl)piperazin-2-yl)acetonitrile